2-ethylbenzo[d]oxazole-7-carboxylic acid C(C)C=1OC2=C(N1)C=CC=C2C(=O)O